N-[2-[1-(2,2-dimethoxyethyl)-4-piperidyl]-7-isopropoxy-imidazo[1,2-a]pyridin-6-yl]-6-(trifluoromethyl)pyridine-2-carboxamide COC(CN1CCC(CC1)C=1N=C2N(C=C(C(=C2)OC(C)C)NC(=O)C2=NC(=CC=C2)C(F)(F)F)C1)OC